2-(2-chlorophenyl)-N-{4-[1-(2-methoxyethyl)-1H-Pyrazol-4-yl]-3-sulfamoylphenyl}acetamide methyl-5-((1-(tert-butoxycarbonyl)piperidin-4-yl)methoxy)-4-(dimethoxyphosphoryl)picolinate COC(C1=NC=C(C(=C1)P(=O)(OC)OC)OCC1CCN(CC1)C(=O)OC(C)(C)C)=O.ClC1=C(C=CC=C1)CC(=O)NC1=CC(=C(C=C1)C=1C=NN(C1)CCOC)S(N)(=O)=O